BrC1=C2C=NN(C2=CC(=C1I)C)C1OCCCC1 4-bromo-5-iodo-6-methyl-1-(tetrahydro-2H-pyran-2-yl)-1H-indazole